1-(1H-naphtho[1,8-de][1,2,3]Triazin-7-yl)-5-(trifluoromethyl)-N-(2-(trifluoromethyl)pyridin-4-yl)-1H-pyrazole-4-carboxamide N1N=NC2=C3C1=CC=C(C3=CC=C2)N2N=CC(=C2C(F)(F)F)C(=O)NC2=CC(=NC=C2)C(F)(F)F